1,3-bis(1-methyl-1-isocyanatoethyl)benzene CC(C)(N=C=O)C1=CC(=CC=C1)C(C)(C)N=C=O